CN1C=CC2=C1N=CN=C2OC2=CC=C(C=C2)NC(CC2=CSC=C2)=O N-(4-((7-methyl-7H-pyrrolo[2,3-D]pyrimidine-4-yl)oxy)phenyl)-2-(thiophen-3-yl)acetamide